(S)-tert-butyl(2-((2-(N,N-bis(4-methoxybenzyl)sulfamoyl)-4-iodo-3-(2-(4-methoxybenzyl)-2H-tetrazol-5-yl)phenyl)sulfonyl)-3-((tert-butyldimethyl silyl)oxy)propyl)carbamate C(C)(C)(C)OC(NC[C@@H](CO[Si](C)(C)C(C)(C)C)S(=O)(=O)C1=C(C(=C(C=C1)I)C=1N=NN(N1)CC1=CC=C(C=C1)OC)S(N(CC1=CC=C(C=C1)OC)CC1=CC=C(C=C1)OC)(=O)=O)=O